(2S,4S)-1-((S)-2-amino-3,3-dimethylbutyryl)-4-hydroxy-N-(4-(4-methylthiazol-5-yl)benzyl)pyrrolidine-2-carboxamide hydrochloride Cl.N[C@H](C(=O)N1[C@@H](C[C@@H](C1)O)C(=O)NCC1=CC=C(C=C1)C1=C(N=CS1)C)C(C)(C)C